3-[(2E)-3,7-dimethylocta-2,6-dien-1-yl]-2,4-dihydroxy-6-octylbenzoic acid C\C(=C/CC=1C(=C(C(=O)O)C(=CC1O)CCCCCCCC)O)\CCC=C(C)C